Tert-butyl 3-((5-fluoro-4-(8-fluoroquinolin-6-yl)pyrimidin-2-yl)amino)pyrrolidine-1-carboxylate FC=1C(=NC(=NC1)NC1CN(CC1)C(=O)OC(C)(C)C)C=1C=C2C=CC=NC2=C(C1)F